(1r,3R,5S,7r)-1-(2'-bromo-4'-isopropyl-2-(methoxymethyloxy)-5-methyl-[1,1'-biphenyl]-3-yl)-3,5-dimethyladamantane BrC1=C(C=CC(=C1)C(C)C)C1=C(C(=CC(=C1)C)C12C[C@]3(C[C@](CC(C1)C3)(C2)C)C)OCOC